[Pd].C(C)#N.[Pd] palladium (acetonitrile) palladium